2,3-diisopropyl-2-cyanosuccinic acid-1,4-bis-(2-methoxyethyl) ester COCCOC(C(C(C(=O)OCCOC)C(C)C)(C#N)C(C)C)=O